2-((3-chloro-4-fluorophenyl)amino)-6-methoxy-7-(3-(dihexylamino)propoxy)quinoline ClC=1C=C(C=CC1F)NC1=NC2=CC(=C(C=C2C=C1)OC)OCCCN(CCCCCC)CCCCCC